C(C)(=O)[O-].C1(=CC=CC=C1)[Sn+2]C1=CC=CC=C1.C(C)(=O)[O-] diphenyl-tin acetate